N-(3-chloro-4-fluorophenyl)-N-((5-(5-(difluoromethyl)-1,3,4-oxadiazol-2-yl)pyridin-2-yl)methyl)ethanesulfonamide ClC=1C=C(C=CC1F)N(S(=O)(=O)CC)CC1=NC=C(C=C1)C=1OC(=NN1)C(F)F